4-fluoro-6-[(5-methoxy-2-pyridinyl)methoxy]-2-(6-oxo-1H-pyridazin-3-yl)isoindolin-1-one FC1=C2CN(C(C2=CC(=C1)OCC1=NC=C(C=C1)OC)=O)C1=NNC(C=C1)=O